6-(1,3-benzothiazol-6-yl)-N-[(1S)-1-[3-(6-chloro-5-methylpyridin-3-yl)phenyl]ethyl]-2-methylpyrimidin S1C=NC2=C1C=C(C=C2)C2=CC=NC(N2[C@@H](C)C2=CC(=CC=C2)C=2C=NC(=C(C2)C)Cl)C